phenyl-4-bromophenylsulfonate C1(=CC=CC=C1)C1=C(C=CC(=C1)Br)S(=O)(=O)[O-]